5-amino-allyl-uridine C=CC[C@@]1([C@@H]([C@@H]([C@H](O1)CO)O)O)N2C=C(C(=O)NC2=O)N